O1[C@@H](COCC1)COC=1C(=C2N(CC(C3=CC(=CC=C23)O)(C)C)C(C1)=O)C 2-((S)-1-[1,4]dioxan-2-ylmethoxy)-9-hydroxy-1,7,7-trimethyl-6,7-dihydro-pyrido[2,1-a]isoquinolin-4-one